1-[2-(2,6-dioxo-3-piperidinyl)-1-oxo-isoindolin-5-yl]piperidine-4-carbaldehyde O=C1NC(CCC1N1C(C2=CC=C(C=C2C1)N1CCC(CC1)C=O)=O)=O